9,9'-(2-(4-(9H-carbazol-9-yl-d8)-6-(3,5-di-tert-butylphenyl-2,4,6-d3)-1,3,5-triazin-2-yl)-1,3-phenylene)bis(9H-carbazol-1,2,3,4,5,6,7,8-d8) C1(=C(C(=C(C=2C3=C(C(=C(C(=C3N(C12)C1=NC(=NC(=N1)C1=C(C(=C(C(=C1[2H])C(C)(C)C)[2H])C(C)(C)C)[2H])C1=C(C=CC=C1N1C2=C(C(=C(C(=C2C=2C(=C(C(=C(C12)[2H])[2H])[2H])[2H])[2H])[2H])[2H])[2H])N1C2=C(C(=C(C(=C2C=2C(=C(C(=C(C12)[2H])[2H])[2H])[2H])[2H])[2H])[2H])[2H])[2H])[2H])[2H])[2H])[2H])[2H])[2H])[2H]